lithio 5-{3'-fluoro-5'-methoxy-2',6-dimethyl-[4,4'-bipyridine]-3-amido}-1,3,4-thiadiazole-2-carboxylate FC=1C(=NC=C(C1C1=C(C=NC(=C1)C)C(=O)NC1=NN=C(S1)C(=O)O[Li])OC)C